Cl[Pd-3](C=1C(=NC=CC1)C)(=C1N(C(=C(N1C1=C(C=CC=C1C(CC)CC)C(CC)CC)Cl)Cl)C1=C(C=CC=C1C(CC)CC)C(CC)CC)Cl dichloro[4,5-dichloro-1,3-bis(2,6-di-3-pentylphenyl)imidazole-2-ylidene](2-methylpyridyl)palladium(II)